C1(=CC=CC=C1)C1OCC(CO1)NC(OC1=CC=CC=C1)=O phenyl (2-phenyl-1,3-dioxan-5-yl)carbamate